N1(CCOCC1)C(C(=O)O)=O 2-(morpholinyl)-2-oxoacetic acid